2-(4-fluoro-5-methoxy-1H-indol-3-yl)-N,N-diisopropyl-2-oxoacetamide FC1=C2C(=CNC2=CC=C1OC)C(C(=O)N(C(C)C)C(C)C)=O